O1C2=C(OCC1)C=C(C=C2)CC(=O)NN 2-(2,3-dihydrobenzo[b][1,4]dioxin-6-yl)acetohydrazide